tert-butyl 3-(4-(5-fluoro-2-(trifluoromethyl)phenyl) piperidine-1-carbonyl)-4,5-dihydro-1H-pyrazolo[3,4-c]pyridine-6(7H)-carboxylate FC=1C=CC(=C(C1)C1CCN(CC1)C(=O)C1=NNC=2CN(CCC21)C(=O)OC(C)(C)C)C(F)(F)F